FC(C=1C=C(CN2CCNCC2)C=CC1)(F)F 4-(3-trifluoromethyl-benzyl)piperazin